2-(((tert-butoxycarbonyl)(ethyl)amino)methyl)-1-(4-(N-(tetrahydro-2H-pyran-4-yl)acetamido)butyl)-1H-imidazo[4,5-c]quinoline 5-oxide C(C)(C)(C)OC(=O)N(CC)CC=1N(C2=C(C=[N+](C=3C=CC=CC23)[O-])N1)CCCCN(C(C)=O)C1CCOCC1